CC1=CC=C(S1)C1=NC2=C(C=NC=C2)N1 2-(5-methylthiophen-2-yl)-3H-imidazo[4,5-c]pyridine